6-((4-((2-Cyclopropyl-4-(6-methylpyridin-2-yl)thiazol-5-yl)oxy)pyridin-2-yl)amino)-N-methylnicotinamide C1(CC1)C=1SC(=C(N1)C1=NC(=CC=C1)C)OC1=CC(=NC=C1)NC1=NC=C(C(=O)NC)C=C1